2-[[3-(1-tert-butoxycarbonyl-2,5-dihydropyrrol-3-yl)-6-chloro-4-quinolyl]amino]-5-chloro-benzoic acid C(C)(C)(C)OC(=O)N1CC(=CC1)C=1C=NC2=CC=C(C=C2C1NC1=C(C(=O)O)C=C(C=C1)Cl)Cl